NC1=C(C=C(C=N1)C1=NN2C(=C1)[C@@]1(CN(CC1)C(=O)NCC1=CC=CC=C1)OCC2)C(F)(F)F |r| (rac)-2-[6-amino-5-(trifluoromethyl)pyridin-3-yl]-N-benzyl-6,7-dihydrospiro[pyrazolo[5,1-c][1,4]oxazine-4,3'-pyrrolidine]-1'-carboxamide